S1SC(CC1)CCCCC(=O)N(C(C(CCC)C1SSCC1)=O)O [1,2]Dithiolan-3-yl-pentanoic acid (5-[1,2]dithiolan-3-yl-pentanoyl-hydroxy-amide)